FC(C(=O)O)(C1=CC=C(C=C1)F)F 2,2-difluoro-2-(4-fluorophenyl)acetic acid